1-(2,2,6,6-tetramethyl-4-piperidinyl)-1H-pyrrole-2,5-dione CC1(NC(CC(C1)N1C(C=CC1=O)=O)(C)C)C